Benzyl (3-cyclohexyl-3-methyl-1-oxo-1-(((S)-1-oxo-3-((S)-2-oxopyrrolidin-3-yl)propan-2-yl)amino)butan-2-yl)carbamate C1(CCCCC1)C(C(C(N[C@H](C=O)C[C@H]1C(NCC1)=O)=O)NC(OCC1=CC=CC=C1)=O)(C)C